BrC1=[N+](C=C(C(=C1)[N+](=O)[O-])F)[O-] 2-bromo-5-fluoro-4-nitro-1-oxido-Pyridin-1-ium